tert-butyl 2-bromobenzo[d]thiazole-6-carboxylate BrC=1SC2=C(N1)C=CC(=C2)C(=O)OC(C)(C)C